Cl.CN(C)C[C@H]1[C@](CCCC1)(O)C1=CC(=CC=C1)OC |r| (±)-cis-2-[(dimethylamino)methyl]-1-(3-methoxyphenyl)cyclohexanol hydrochloride